5-Chloro-2-(4,4-difluoroazepan-1-yl)-N-(4-fluoro-3-(methylthio)phenyl)-4-(trifluoromethyl)Benzamide ClC=1C(=CC(=C(C(=O)NC2=CC(=C(C=C2)F)SC)C1)N1CCC(CCC1)(F)F)C(F)(F)F